methyl 3-(trifluoromethylsulfonyloxy)cyclopent-2-ene-1-carboxylate FC(S(=O)(=O)OC1=CC(CC1)C(=O)OC)(F)F